BrC1=NC(=CC(=C1)[C@@H]1NCCN[C@H]1C)Cl trans-2-(2-bromo-6-chloropyridin-4-yl)-3-methylpiperazine